[Br-].CN1C=[N+](C=C1)CCCCCCCC 1-methyl-3-n-octyl-imidazolium bromide